2-(2-chlorophenyl)-N-(4-((oxetan-3-ylmethoxy)methyl)-3-sulfamoylphenyl)acetamide ClC1=C(C=CC=C1)CC(=O)NC1=CC(=C(C=C1)COCC1COC1)S(N)(=O)=O